CCCCCCC/C=C\CCCCCCCC(=O)O[C@H](COC(=O)CCCC/C=C\C/C=C\C/C=C\C/C=C\CC)COP(=O)([O-])OCC[N+](C)(C)C 1-(6Z,9Z,12Z,15Z-octadecatetraenoyl)-2-(9Z-heptadecenoyl)-glycero-3-phosphocholine